Chloro-5-ethyl-2-methylpyridine ClC=1C(=NC=C(C1)CC)C